(3S)-3-(hydroxymethyl)-3,4-dihydro-1H-isoquinoline-2-carboxylic acid tert-butyl ester C(C)(C)(C)OC(=O)N1CC2=CC=CC=C2C[C@H]1CO